acetate ((2-methoxy-4-prop-1-enylphenyl) acetate) COC1=C(C=CC(=C1)C=CC)CC(=O)O.C(C)(=O)O